C1OCC12CN(C2)[C@@H]2CC[C@H](CC2)NC=2C=1C=C(N(C1C=CC2)CC(F)(F)F)C#CCNC2=C(C=C(C=C2)S(=O)(=O)C)OC trans-N-((1R,4R)-4-(2-oxa-6-azaspiro[3.3]heptan-6-yl)cyclohexyl)-2-(3-((2-methoxy-4-(methylsulfonyl)phenyl)amino)prop-1-yn-1-yl)-1-(2,2,2-trifluoroethyl)-1H-indol-4-amine